1,2-dichloro-4-((2,2-difluorocyclopropyl)methoxy)-5-nitrobenzene ClC1=C(C=C(C(=C1)[N+](=O)[O-])OCC1C(C1)(F)F)Cl